COC1=C(C=CC=C1)C=1N=C2N(C=C(C(=N2)N)C#CC2=CC=NC=C2)C1 2-(2-methoxyphenyl)-6-[2-(4-pyridyl)ethynyl]imidazo[1,2-a]pyrimidin-7-amine